5-(2-fluorophenyl)-1,3,3,5,7-pentamethyloctahydrobenzo[c]isoxazole FC1=C(C=CC=C1)C1(CC2C(N(OC2(C)C)C)C(C1)C)C